1-(5-(((1s,4s)-5-(2,3-dichlorophenyl)-2,5-diazabicyclo[2.2.1]heptan-2-yl)methyl)-1-oxoisoindolin-2-yl)dihydropyrimidine-2,4(1h,3h)-dione ClC1=C(C=CC=C1Cl)N1[C@@H]2CN([C@H](C1)C2)CC=2C=C1CN(C(C1=CC2)=O)N2C(NC(CC2)=O)=O